N,N-dibutyl-N-decylammonium C(CCC)[NH+](CCCCCCCCCC)CCCC